Ethyl 1-[(4-{3-azabicyclo[3.1.0]hexan-3-yl}-3-cyano-5-fluorophenyl)methyl]-1H-pyrazole-4-carboxylate C12CN(CC2C1)C1=C(C=C(C=C1F)CN1N=CC(=C1)C(=O)OCC)C#N